C1(=CC=CC=C1)[C@H](C)OC=1C=NC2=C(CCNCC2)N1 (S)-2-(1-phenylethoxy)-6,7,8,9-tetrahydro-5H-pyrazino[2,3-d]azepine